CC1(C=COC(C(C1C1CCCCCC1)C(=O)O)C(=O)O)C dimethyl-oxabicyclohept-5-ene-2,3-dicarboxylic acid